7-(2-amino-5-(4-(4-(cyclopropylmethyl)piperazin-1-yl)phenyl)-6-fluoropyridin-3-yl)-2-methylquinazolin-4(3H)-one NC1=NC(=C(C=C1C1=CC=C2C(NC(=NC2=C1)C)=O)C1=CC=C(C=C1)N1CCN(CC1)CC1CC1)F